O=C1N(C=CC(=C1)C(=O)OC)C=1CCN(CC1)C(=O)OC(C)(C)C 1'-(tert-butyl) 4-methyl 2-oxo-3',6'-dihydro-2H-[1,4'-bipyridine]-1',4(2'H)-dicarboxylate